5-hydroxy-4-(2-(2-methoxyphenyl)-6-(2,2,2-trifluoroethoxy)benzo[b]thiophen-3-yl)-2,6-dimethylpyridazin-3(2H)-one OC1=C(C(N(N=C1C)C)=O)C=1C2=C(SC1C1=C(C=CC=C1)OC)C=C(C=C2)OCC(F)(F)F